2,5-bis(piperidin-1-yl)oxazolo[4,5-b]pyridin-6-amine N1(CCCCC1)C=1OC=2C(=NC(=C(C2)N)N2CCCCC2)N1